COC(CNC(C(C(C(C)C)NC(=O)[C@H]1N(CCC1)C([C@@H](CC1CCCCC1)NC(=O)C1=CC2=CC=CC=C2C=C1)=O)O)=O)=O (3-((S)-1-((R)-2-(2-naphthoylamino)-3-cyclohexylpropionyl)pyrrolidine-2-carboxamido)-2-hydroxy-4-methylpentanoyl)glycine methyl ester